pentacosanoic acid C(CCCCCCCCCCCCCCCCCCCCCCCC)(=O)O